(R)-6-bromo-1-(1-(2,4-dichlorophenyl)ethyl)-7-methyl-1H-benzo[d][1,2,3]triazole BrC=1C=CC2=C(N(N=N2)[C@H](C)C2=C(C=C(C=C2)Cl)Cl)C1C